(benzimidazolyl)benzophenanthroline N1=C(NC2=C1C=CC=C2)C2=NC1=C3N=C4C(=CC3=CC=C1C=C2)C=CC=C4